C(C)(SC1CC(C1)NC(=O)OC(C)(C)C)=O S-3-(tert-butoxycarbonylamino)cyclobutyl ethanethioate